OC1=CC=C(C=C1)C(C(C(=O)O)NC)(C)C 3-(4-hydroxyphenyl)-3-methyl-2-(methylamino)butanoic acid